N,N-diisopropylpropylamine C(C)(C)N(C(C)C)CCC